2-(5-Methyl-2-(2-oxoindolin-5-yl)piperidin-1-yl)-2-oxoacetic acid CC1CCC(N(C1)C(C(=O)O)=O)C=1C=C2CC(NC2=CC1)=O